2-hydroxypropylethylene-diamine OC(CNCCN)C